6-chloro-3-[[(1R)-1-[2-ethylsulfanyl-4-oxo-6-(trifluoromethyl)chromen-8-yl]ethyl]amino]pyridine-2-carboxylic acid tert-butyl ester C(C)(C)(C)OC(=O)C1=NC(=CC=C1N[C@H](C)C=1C=C(C=C2C(C=C(OC12)SCC)=O)C(F)(F)F)Cl